N1=C(N=CC2=CC=CC=C12)N[C@H]1CN(CC1)C(=O)C=1C=CC2=C(OCCN2C(C=C)=O)C1 (R)-1-(7-(3-(quinazolin-2-ylamino)pyrrolidine-1-carbonyl)-2H-benzo[b][1,4]oxazin-4(3H)-yl)prop-2-en-1-one